C(C)OC(=C)C1=C2C(C(=NN(C2=CC=C1)C1=CC=C(C=C1)OC(F)(F)F)C(=O)OCC)=O ethyl 5-(1-ethoxyvinyl)-4-oxo-1-[4-(trifluoromethoxy)phenyl]cinnoline-3-carboxylate